di-tributylammonium dihydrogen phosphate P(=O)(O)(O)[O-].C(CCC)[NH+](CCCC)CCCC.C(CCC)[NH+](CCCC)CCCC.P(=O)(O)(O)[O-]